2-((2,4,6-trichloropyrimidin-5-yl)oxy)ethan-1-amine trifluoroacetic acid salt FC(C(=O)O)(F)F.ClC1=NC(=C(C(=N1)Cl)OCCN)Cl